methyl-3-methylthiopropionate COC(CCC)=S